1-((1S,2aS,7bR)-7b-benzoyl-1-(4-methoxypyridin-2-yl)-2a-methyl-1,2,2a,7b-tetrahydro-3H-cyclobuta[b]indol-3-yl)ethan-1-one C(C1=CC=CC=C1)(=O)[C@@]12[C@@](N(C=3C=CC=CC13)C(C)=O)(C[C@@H]2C2=NC=CC(=C2)OC)C